CC1=C(OC=2C(N(C=CC2C=2C3=C(C(N(C2)C)=O)NC=C3)C3COC3)=O)C(=CC=C1)C 4-(3-(2,6-dimethylphenoxy)-1-(oxetan-3-yl)-2-oxo-1,2-dihydropyridin-4-yl)-6-methyl-1,6-dihydro-7H-pyrrolo[2,3-c]pyridin-7-one